Cl.C(C)C(COC([C@H](C)N)=O)CC (S)-2-aminopropanoic acid (2-ethylbutyl) ester hydrochloride